1,15-bis(4-pyridyl)-3,6,10,13-tetrathiapentadecane N1=CC=C(C=C1)CCSCCSCCCSCCSCCC1=CC=NC=C1